The molecule is a triterpenoid saponin isolated from Polygala senega var latifolia and has been shown to exhibit hypoglycemic activity. It has a role as a hypoglycemic agent and a plant metabolite. It is a cinnamate ester, a hydroxy monocarboxylic acid, a pentacyclic triterpenoid and a triterpenoid saponin. It derives from a 4-methoxycinnamic acid. It derives from a hydride of an oleanane. C[C@@H]1[C@@H]([C@@H]([C@H]([C@@H](O1)OC(=O)[C@@]23CC[C@@]4(C(=CC[C@H]5[C@]4(CC[C@@H]6[C@@]5(C[C@@H]([C@@H]([C@@]6(C)C(=O)O)O[C@H]7[C@@H]([C@H]([C@@H]([C@H](O7)CO)O)O)O)O)C)C)[C@@H]2CC(CC3)(C)C)CO)O[C@H]8[C@@H]([C@@H]([C@H]([C@@H](O8)C)O[C@H]9[C@@H]([C@H]([C@@H](CO9)O[C@H]1[C@@H]([C@H]([C@H]([C@H](O1)CO)O)O)O)O)O)O[C@H]1[C@@H]([C@](CO1)(CO)O)O)O)O)OC(=O)/C=C/C1=CC=C(C=C1)OC